FC1=C(C=CC(=C1C)F)C=1C=C2C(=NC1)N(C(N2CC(=O)N(C)C)=O)CF 2-[6-(2,4-Difluoro-3-methyl-phenyl)-3-(fluoromethyl)-2-oxo-imidazo[4,5-b]pyridin-1-yl]-N,N-dimethyl-acetamide